(8-cyanoquinolin-5-yl)-N-(1-methylpiperidin-4-yl)-5-(trifluoromethyl)-3-azabicyclo[3.1.0]hexane-1-carboxamide C(#N)C=1C=CC(=C2C=CC=NC12)C1C2(CC2(CN1)C(F)(F)F)C(=O)NC1CCN(CC1)C